(2R)-1-methacryloylpyrrolidine-2-carboxylic acid C(C(=C)C)(=O)N1[C@H](CCC1)C(=O)O